C(CCC)[C@](N(C(CCCCCCCCCCC)=O)CCCC)(CCC(N)=O)C(=O)O dibutyl-lauroyl-glutaminic acid